C(C1=CC=CC=C1)N1C2=NC=NC(=C2N=C1C1=C(C=C(C=C1)CO)Cl)OC1(CC1)C (4-(9-benzyl-6-(1-methylcyclopropoxy)-9H-purin-8-yl)-3-chlorophenyl)methanol